COC(=O)C1=CNC(=C1)C=1C(=NC=CC1)F 5-(2-fluoropyridin-3-yl)-1H-pyrrole-3-carboxylic acid methyl ester